N=1CN=C2C1C=CC=C2 2H-benzimidazol